N-(4-chloro-1-oxophthalazin-2(1H)-yl)-2-(4-chlorophenyl)acetamide ClC1=NN(C(C2=CC=CC=C12)=O)NC(CC1=CC=C(C=C1)Cl)=O